(+)-N-(3-(1-amino-1-(3-cyanophenyl)-3-cyclopropyl-propyl)phenyl)-1-(3-(aminomethyl)phenyl)-3-(trifluoromethyl)-1H-pyrazole-5-carboxamide NC(CCC1CC1)(C1=CC(=CC=C1)C#N)C=1C=C(C=CC1)NC(=O)C1=CC(=NN1C1=CC(=CC=C1)CN)C(F)(F)F